BrC/C=C/C[C@]12N([C@@H](OC1=O)C(Cl)(Cl)Cl)CCC2 (3S,7aS)-7a-((E)-4-bromobut-2-enyl)-3-(trichloromethyl)tetrahydropyrrolo[1,2-c]oxazol-1(3H)-one